C1(CC1)C=1SC(=CN1)C=1C=C(NC[C@@H]2CC[C@H](CC2)C2=CC(=C(C=C2)OC)C)C=CC1 3-(2-Cyclopropylthiazol-5-yl)-N-((trans-4-(4-methoxy-3-methylphenyl)cyclohexyl)methyl)aniline